tert-butyl 2-(4-(4-isopropyl-5-(8-methyl-[1,2,4]triazolo[1,5-a]pyridin-6-yl)-1-((2-(trimethylsilyl)ethoxy) methyl)-1H-pyrazol-3-yl)phenyl)morpholine-4-carboxylate C(C)(C)C=1C(=NN(C1C=1C=C(C=2N(C1)N=CN2)C)COCC[Si](C)(C)C)C2=CC=C(C=C2)C2CN(CCO2)C(=O)OC(C)(C)C